7,11-Methano-1H-cyclodeca[3,4]benz[1,2-b]oxete C1C2=C(O1)C=CC1=C2C=C2C=CC=C(C=C1)C2